FC1=CC=CC2=C1N=CS2 4-fluorobenzo[d]thiazole